Cl.C(C(C)C)N1[C@H](CNCC1)COC (R)-1-isobutyl-2-(methoxymethyl)piperazine hydrochloride